ClC=1C=CC(=C(C1)C1=C2C(=NC(=C1)CC)C(=C(S2)C)C(=O)O)OCCN2C(=NC1=CC(=C(C(=C1C2=O)C#N)N2CCN(CC2)C)C(F)(F)F)C 7-(5-chloro-2-(2-(5-cyano-2-methyl-6-(4-methylpiperazin-1-yl)-4-oxo-7-(trifluoromethyl)quinazolin-3(4H)-yl)ethoxy)phenyl)-5-ethyl-2-methylthieno[3,2-b]pyridine-3-carboxylic acid